1-Bromo-2-fluoro-4-isopropyl-5-methoxybenzene BrC1=C(C=C(C(=C1)OC)C(C)C)F